4-(3-chlorothieno[2,3-b]pyrazin-6-yl)cyclohexan-1-one ClC1=CN=C2C(=N1)SC(=C2)C2CCC(CC2)=O